dibutyltin di(tridecylmaleate) C(CCCCCCCCCCCC)/C(/C(=O)[O-])=C/C(=O)[O-].C(CCCCCCCCCCCC)/C(/C(=O)[O-])=C/C(=O)[O-].C(CCC)[Sn+4]CCCC